C(CC)OC(C1=CC(=CC=C1)N1CCC2=CC(=CC(=C12)C=O)Br)=O 3-(5-bromo-7-formylindolin-1-yl)benzoic acid propyl ester